COC(=O)[C@H]1N(C(CC1)=O)CC1=CC=C(C=C1)F (S)-1-(4-fluorobenzyl)-5-oxopyrrolidine-2-carboxylic acid methyl ester